ClS(=O)(=O)C1=CC(=C2C=CC3=C(C=C(C4=CC=C1C2=C34)N)S(=O)(=O)Cl)S(=O)(=O)Cl 1,3,6-tri(chlorosulfonyl)-8-aminopyrene